N[C@@H]1[C@@H](OCC12CCN(CC2)C2=NC=CC=C2)C 2-((3S,4S)-4-amino-3-methyl-2-oxa-8-azaspiro[4.5]decane-8-yl)pyridin